Di-ethylhexyl-Sodium Sulfosuccinate S(=O)(=O)(O)C(C(=O)O)CC(=O)O.C(C)C(CCCCC)([Na])CC